C(O)CN.ClC1=CC=C(C(C(=O)NC2=C(C=C(C=C2)[N+](=O)[O-])Cl)=C1)O 5,2'-dichloro-4'-nitrosalicylanilide ethanolamine salt